C1N[C@@H]([C@@H]2[C@H]1CCC2)C(=O)N[C@H](C(=O)OC)C[C@H]2C(NC(C2)(C)C)=O methyl (2S)-2-[[(3S,3aS,6aR)-1,2,3,3a,4,5,6,6a-octahydrocyclopenta[c]pyrrole-3-carbonyl]amino]-3-[(3R)-5,5-dimethyl-2-oxo-pyrrolidin-3-yl]propanoate